FC=1C=CC(=C(C(=O)N2[C@@H](COCC2)C)C1)C=1C=2N(C=C(C1)C1CN(C1)[C@H](C)C1CCOCC1)C(=NC2F)C (3R)-4-[5-fluoro-2-(1-fluoro-3-methyl-6-{1-[(1R)-1-(oxan-4-yl)ethyl]azetidin-3-yl}imidazo[1,5-a]pyridin-8-yl)benzoyl]-3-methylmorpholine